8-(4-Amino-5-bromo-1-methyl-6-carbonyl-1,6-dihydropyrimidin-2-yl)-8-azaspiro[4.5]decan-1-one NC=1N=C(N(C(C1Br)=C=O)C)N1CCC2(CCCC2=O)CC1